3-[(R)-dodecanoyloxy-tetradecanoylamino]-4-oxo-5-aza-9(R)-[(R)-3-hydroxytetradecanoylamino]decane-1,10-diol C(CCCCCCCCCCC)(=O)ON(C(CCO)C(NCCC[C@H](CO)NC(C[C@@H](CCCCCCCCCCC)O)=O)=O)C(CCCCCCCCCCCCC)=O